4-((4-amino-6-(3-hydroxyphenoxy)-1,3,5-triazin-2-yl)amino)benzonitrile NC1=NC(=NC(=N1)OC1=CC(=CC=C1)O)NC1=CC=C(C#N)C=C1